(S)-3-cyclobutylmorpholine C1(CCC1)[C@@H]1NCCOC1